6-(3-amino-1H-indazol-4-yl)-N-(4-fluorophenyl)-1-naphthalenecarboxamide NC1=NNC2=CC=CC(=C12)C=1C=C2C=CC=C(C2=CC1)C(=O)NC1=CC=C(C=C1)F